N1-((R)-3-amino-2-hydroxypropyl)-4-(cis-4-(aminomethyl)-3-hydroxypiperidin-1-yl)-3-(2H-tetrazol-5-yl)benzene-1,2-disulfonamide NC[C@H](CNS(=O)(=O)C=1C(=C(C(=CC1)N1C[C@H]([C@H](CC1)CN)O)C=1N=NNN1)S(=O)(=O)N)O